tert-butyl N-[2-(2-oxo-2,3-dihydro-1H-indol-3-yl)ethyl]carbamate O=C1NC2=CC=CC=C2C1CCNC(OC(C)(C)C)=O